C1(CC1)C=1C(N2[C@H]([C@H](CCC2=CC1)NS(=O)(=O)CC)COC1CCC(CC1)CC)=O |o1:6,7| rel-N-[(3S,4R)-7-cyclopropyl-4-({[(1s,4S)-4-ethylcyclohexyl]oxy}methyl)-6-oxo-1,3,4,6-tetrahydro-2H-quinolizin-3-yl]ethanesulfonamide